3-(4-(3-((1-((1-((4-aminopiperidin-1-yl)sulfonyl)piperidin-4-yl)methyl)piperidin-4-yl)-oxy)prop-1-yn-1-yl)-3-methyl-2-oxo-2,3-dihydro-1H-benzo[d]imidazol-1-yl)piperidine NC1CCN(CC1)S(=O)(=O)N1CCC(CC1)CN1CCC(CC1)OCC#CC1=CC=CC=2N(C(N(C21)C)=O)C2CNCCC2